BrC=1C=C2C(=C(N=NC2=CC1F)N)NC1CCOCC1 6-bromo-7-fluoro-N4-(tetrahydro-2H-pyran-4-yl)cinnoline-3,4-diamine